CC1OCCC2=C1NN=C2C(=O)O 7-methyl-1,4,5,7-tetrahydropyrano[3,4-c]pyrazole-3-carboxylic acid